2-Methoxyethyl-2-cyanoacrylate COCCOC(C(=C)C#N)=O